CC=1C=C(C=NC1)NC(C(=O)N1[C@@H](CCCC1)C=1C=C(C=CC1)C)=O N-(5-methyl-3-pyridyl)-2-[(2S)-2-(m-tolyl)-1-piperidyl]-2-oxo-acetamide